C(#N)CC1=C(C=C(C(=O)OC)C=C1F)F methyl 4-(cyanomethyl)-3,5-difluorobenzoate